ClC1=CC=C(C=N1)C(=O)N(C)C 6-chloro-N,N-dimethyl-3-pyridinecarboxamide